C(C1=CC=CC=C1)NC(=O)C1CC(C1)NC(NCC1=CC=C(C(=O)N)C=C1)=O 4-((3-(3-(benzylcarbamoyl)cyclobutyl)ureido)methyl)benzamide